COC1=C(C=C(C(=C1)N1CCC(CC1)N1CCN(CC1)C)[N+](=O)[O-])C1(NC=CC(=N1)N)N 2-[2-methoxy-4-[4-(4-methylpiperazin-1-yl)-1-piperidinyl]-5-nitrophenyl]pyrimidine-2,4-diamine